allyl 2-acetamido-2-deoxy-α-D-glucopyranoside C(C)(=O)N[C@H]1[C@@H](OCC=C)O[C@@H]([C@H]([C@@H]1O)O)CO